COCOC1=C(C=C(C=C1C1=C(C=CC2=CC=CC=C12)C)C)[Li] (2-(methoxymethyloxy)-5-methyl-3-(2-methylnaphthalen-1-yl)phenyl)lithium